(4-(benzyloxy)-3-methoxyphenyl)methanamine hydrochloride Cl.C(C1=CC=CC=C1)OC1=C(C=C(C=C1)CN)OC